tert-Butyl ((2-(4'-fluoro-2'-(4-methyl-4H-1,2,4-triazol-3-yl)-[1,1'-biphenyl]-3-yl)-7-(trifluoromethyl)benzo[d]oxazol-5-yl)methyl)((1S,2S)-2-hydroxycyclopentyl)carbamate FC1=CC(=C(C=C1)C1=CC(=CC=C1)C=1OC2=C(N1)C=C(C=C2C(F)(F)F)CN(C(OC(C)(C)C)=O)[C@@H]2[C@H](CCC2)O)C2=NN=CN2C